[N+](=O)([O-])C(CC(=O)O)CCCCCCCCCC(=O)O 3-nitro-brassylic acid